The molecule is an amino acid zwitterion obtained from N(5)-hydroxy-L-ornithine by transfer of a proton from the alpha-carboxy group to the amino group. It is a tautomer of a N(5)-hydroxy-L-ornithine. C(C[C@@H](C(=O)[O-])[NH3+])CNO